2-Hydroxy-4-oxononadecane OC(C)CC(CCCCCCCCCCCCCCC)=O